N-(3-fluoro-5-nitrophenyl)-2-hydroxyacetamide FC=1C=C(C=C(C1)[N+](=O)[O-])NC(CO)=O